para-amino-meta-cresol NC=1C(=CC(=CC1)O)C